C(C1=CC=CC=C1)C1(CC1)C(=O)NC1=CC(=NC=C1)C(=O)NC(C)(C)C#N 4-[(1-benzylcyclopropanecarbonyl)amino]-N-(1-cyano-1-methyl-ethyl)pyridine-2-carboxamide